methyl 4-chloro-4'-[(3-fluoroazetidin-1-yl) methyl]-7-methylspiro[1,3-benzodioxole-2,1'-cyclohexane]-6-carboxylate ClC1=CC(=C(C=2OC3(CCC(CC3)CN3CC(C3)F)OC21)C)C(=O)OC